8-hydroxy-3-methoxy-6H-benzo[c]chromen-6-one OC=1C=CC2=C(C(OC3=CC(=CC=C23)OC)=O)C1